2-(4,6-diphenyl-1,3,5-triazin-2-yl)-5-[hexyloxy]phenol C1(=CC=CC=C1)C1=NC(=NC(=N1)C1=CC=CC=C1)C1=C(C=C(C=C1)OCCCCCC)O